4-(7-(cyclopentyloxy)-1,3,4,5-tetrahydro-2H-benzo[c]azepine-2-yl)-2,6-dimethylbenzene C1(CCCC1)OC1=CC2=C(CN(CCC2)C2=CC(=CC(=C2)C)C)C=C1